N=1C=NN2C1C=C(C=C2)OC2=CC(=C(C=C2C)NC2=NC=NC1=CC(=CC(=C21)OC2C(CN(CC2)C(C=C)=O)(F)F)OC)OC 1-(4-((4-((4-([1,2,4]triazolo[1,5-a]pyridin-7-yloxy)-2-methoxy-5-methylphenyl)amino)-7-methoxyquinazolin-5-yl)oxy)-3,3-difluoropiperidin-1-yl)prop-2-en-1-one